ditolyl-phosphoric acid C1(=C(C=CC=C1)OP(OC1=C(C=CC=C1)C)(O)=O)C